FC(O[C@@H]1CN(CC1)C(=O)OCC1=CC=CC=C1)F (S)-benzyl 3-(difluoromethoxy)pyrrolidine-1-carboxylate